C(C)(C)(C)PC tertbutyl-methyl-phosphine